C[C@@H]1CN2C(C=3C=NN=C(C31)[C@](C(F)(F)F)(C)O)=CC=N2 (S)-5-methyl-4-((S)-1,1,1-trifluoro-2-hydroxypropan-2-yl)-5,6-dihydropyrazolo[1',5':1,2]pyrido[3,4-d]pyridazine